N1CC(C1)CN(C=1C2=C(N=C(N1)OC[C@]13CCCN3C[C@@H](C1)F)C(=C(N=C2)C2=CC=CC1=CC=C(C(=C21)F)F)F)C N-(azetidin-3-ylmethyl)-7-(7,8-difluoronaphthalen-1-yl)-8-fluoro-2-(((2R,7aS)-2-fluorotetrahydro-1H-pyrrolizin-7a(5H)-yl)methoxy)-N-methylpyrido[4,3-d]pyrimidin-4-amine